ClC1=CC=C(C(=N1)S(=O)(=O)OC1=C(C(=C(C(=C1F)F)F)F)F)O[C@H](C)C=1C=C(C=C2C(C(=C(OC12)C=1C=CC=2C(N1)=CN(N2)C)C)=O)C (2,3,4,5,6-Pentafluorophenyl) 6-chloro-3-[(1R)-1-[3,6-dimethyl-2-(2-methylpyrazolo[4,3-b]pyridin-5-yl)-4-oxo-chromen-8-yl]ethoxy]pyridine-2-sulfonate